C(=O)(OC(C)(C)C)N[C@@H](CCCCNC(=O)OCC1=CC=CC=C1)C(=O)O N-Boc-N'-Cbz-L-lysine